OCCN(CCCNC(C(CCSCCC(=O)OCCCCCC(C)C)NC(C(CCCCCCCC)CCCCCC)=O)=O)CCO 6-methylheptyl 3-((4-((3-(bis(2-hydroxyethyl)amino)propyl)amino)-3-(2-hexyldecanamido)-4-oxobutyl)thio)propanoate